(1-(cyclopropylmethyl)-4-methoxypiperidin-3-yl)(6-methoxynaphthalen-2-yl)methanone C1(CC1)CN1CC(C(CC1)OC)C(=O)C1=CC2=CC=C(C=C2C=C1)OC